(R)-N,N-dimethyl-4-(1-methyl-4-((1-methyl-1H-pyrazol-4-yl)-methyl)-7-(N-(1-methylcyclopropyl)sulfamoyl)-5-oxo-1,2,4,5-tetrahydroimidazo[1,2-a]-quinazolin-9-yl)piperazine-1-carboxamide CN(C(=O)N1CCN(CC1)C=1C=C(C=C2C(N(C=3N(C12)[C@@H](CN3)C)CC=3C=NN(C3)C)=O)S(NC3(CC3)C)(=O)=O)C